3-cyano-N-(3-(1-(difluoromethyl)-1H-pyrazol-4-yl)-1H-indazol-5-yl)-2-methoxybenzamide C(#N)C=1C(=C(C(=O)NC=2C=C3C(=NNC3=CC2)C=2C=NN(C2)C(F)F)C=CC1)OC